tert-butyl 6-[2-[1-(2,6-dioxo-3-piperidyl)-3-methyl-2-oxo-benzimidazol-4-yl]ethyl]-2-azaspiro[3.3]heptane-2-carboxylate O=C1NC(CCC1N1C(N(C2=C1C=CC=C2CCC2CC1(CN(C1)C(=O)OC(C)(C)C)C2)C)=O)=O